3-(2,6-dichloro-3,5-dimethoxyphenyl)-1-[6-[4-(4-ethylpiperazin-1-yl)anilino]pyrimidin-4-yl]-1-methylurea ClC1=C(C(=C(C=C1OC)OC)Cl)NC(N(C)C1=NC=NC(=C1)NC1=CC=C(C=C1)N1CCN(CC1)CC)=O